C(C)[C@]1(C(OCC=2C(N3CC=4C(=NC=5C=C(C(=CC5C4CNC(=O)NC)C)F)C3=CC21)=O)=O)O (S)-1-((4-ethyl-8-fluoro-4-hydroxy-9-methyl-3,14-dioxo-3,4,12,14-tetrahydro-1H-pyrano[3',4':6,7]indolizino[1,2-b]quinolin-11-yl)methyl)-3-methylurea